C(C=C)(=O)N1CC(C1)CN1C(C(N(C2=C(C(=C(C=C12)Cl)C1=C(C=C(C(=C1)O)Cl)Cl)F)C1=C(C=CC=C1C)C(C)C)=O)=O 1-((1-acryloyl-azetidin-3-yl)methyl)-7-chloro-6-(2,4-dichloro-5-hydroxyphenyl)-5-fluoro-4-(2-isopropyl-6-methylphenyl)-1,4-dihydroquinoxaline-2,3-dione